1,3,5-tris[2-(3-mercaptopropionyloxy)ethyl]-1,3,5-triazine-2,4,6(1H,3H,5H)-trione SCCC(=O)OCCN1C(N(C(N(C1=O)CCOC(CCS)=O)=O)CCOC(CCS)=O)=O